2-fluoro-5-(4,4,5,5-tetramethyl-1,3,2-dioxaborolan-2-yl)isophthalonitrile FC1=C(C#N)C=C(C=C1C#N)B1OC(C(O1)(C)C)(C)C